N1N=CC2=CC(=CC=C12)C#CC1=NC(=NC=C1)C1=NC(=NC=C1)C(CN(C)C)N 1-(4-((1H-indazol-5-yl)ethynyl)-[2,4'-bipyrimidin]-2'-yl)-N2,N2-dimethylethane-1,2-diamine